5-acetylamino-6-formylamino-3-methyluracil C(C)(=O)NC=1C(N(C(NC1NC=O)=O)C)=O